beta-D-glucopyranose O[C@H]1[C@H](O)[C@@H](O)[C@H](O)[C@H](O1)CO